Cl.C1(CC1)C(C(=O)NCC1CCNCC1)C cyclopropyl-N-(piperidin-4-ylmethyl)propionamide hydrochloride